C(C=C)OC(=O)N1CC2(CC1OC)CCCCC2 3-methoxy-2-azaspiro[4.5]decane-2-carboxylic acid allyl ester